NC1=C(C(NC2=C(C=CC=C12)C1=CC(=NC=C1)CO)=O)C(=O)NCCC 4-amino-8-[2-(hydroxymethyl)-4-pyridinyl]-2-oxo-N-propyl-1H-quinoline-3-carboxamide